1-Decyl-3-methylimidazolium hexafluoroantimonate F[Sb-](F)(F)(F)(F)F.C(CCCCCCCCC)N1C=[N+](C=C1)C